N=1C=C(N2C1C=CC=C2)C2=NC(=NC=C2)NC=2C(=CC(=C(C2)NC(C=C)=O)N(CCN2CCOCC2)C)OC N-(5-((4-(imidazo[1,2-a]pyridin-3-yl)pyrimidin-2-yl)amino)-4-methoxy-2-(methyl(2-morpholinoethyl)amino)phenyl)acrylamide